4-hydroxy-1-isobutyl-2-oxo-N-(3-(piperazin-1-yl)phenyl)-1,2-dihydroquinoline-3-carboxamide OC1=C(C(N(C2=CC=CC=C12)CC(C)C)=O)C(=O)NC1=CC(=CC=C1)N1CCNCC1